FC(CN1CC=2C=C(C=NC2CC1)N)(F)F 6-(2,2,2-trifluoroethyl)-5,6,7,8-tetrahydro-1,6-naphthyridin-3-amine